2-(4-methoxyphenyl)-4,5,6,7-tetrahydropyrazolo[1,5-a]pyrazine COC1=CC=C(C=C1)C1=NN2C(CNCC2)=C1